ClC=1N=CC(=NC1)N[C@@H]1C[C@H](CC1)NC1=CC=C(C=N1)N1C(C(=CC=C1)C#N)=O 6'-(((1S,3S)-3-((5-Chloropyrazin-2-yl)amino)cyclopentyl)amino)-2-oxo-2H-[1,3'-bipyridine]-3-carbonitrile